C1(CCCC1)N(CC(=O)N)C1=C(C=C(C=C1)F)C=O 2-[CYCLOPENTYL(4-FLUORO-2-FORMYLPHENYL)AMINO]ACETAMIDE